O=C1N(CCC1)[C@H](C(=O)O)CC (2S)-2-(2-oxopyrrolidin-1-yl)butanoic acid